N-(2,4-difluorophenyl)-2-methylpiperidine-1-carboxamide FC1=C(C=CC(=C1)F)NC(=O)N1C(CCCC1)C